5-((7-(5-(4-fluoro-2-(morpholine-4-carbonyl)phenoxy)pyrimidin-4-yl)-2,7-diaza-spiro[4.4]nonan-2-yl)methyl)-1,3-dihydro-2H-benzo[d]imidazol-2-one FC1=CC(=C(OC=2C(=NC=NC2)N2CC3(CCN(C3)CC3=CC4=C(NC(N4)=O)C=C3)CC2)C=C1)C(=O)N1CCOCC1